FC=1C=CC(=C(C1)C1CCN(CC1)[C@@H]1COC2(CN(C2)C=2OC=NN2)C1)OCC1(COC1)F (S)-7-(4-(5-fluoro-2-((3-fluorooxetan-3-yl)methoxy)phenyl)piperidin-1-yl)-2-(1,3,4-oxadiazol-2-yl)-5-oxa-2-azaspiro[3.4]octane